4-((5-chloro-4-(1-isopropyl-1H-pyrazol-4-yl)pyrimidin-2-yl)amino)-N-(4-fluorobenzyl)-3-methoxybenzamide ClC=1C(=NC(=NC1)NC1=C(C=C(C(=O)NCC2=CC=C(C=C2)F)C=C1)OC)C=1C=NN(C1)C(C)C